S-((Z)-2-(N-((4-amino-2-methylpyrimidin-5-yl)methyl)formamido)-5-hydroxypent-2-en-3-yl) (3r,5r,7r)-adamantane-1-carbothioate C12(CC3CC(CC(C1)C3)C2)C(S\C(=C(\C)/N(C=O)CC=2C(=NC(=NC2)C)N)\CCO)=O